1-[5-(5-chloro-2-methoxypyridin-4-yl)-1H-pyrazole-3-carbonyl]-N-(1-methyl-1H-1,3-benzodiazol-2-yl)piperidine-4-carboxamide ClC=1C(=CC(=NC1)OC)C1=CC(=NN1)C(=O)N1CCC(CC1)C(=O)NC1=NC2=C(N1C)C=CC=C2